2-((3,4-bis(benzyloxy)-5-chlorobenzyl)amino)ethyl-1-propanoic acid C(C1=CC=CC=C1)OC=1C=C(CNCCC(C(=O)O)C)C=C(C1OCC1=CC=CC=C1)Cl